C(C)(C)(C)OC(=O)N1CCC(CC1)(F)CNC1=NN2C(C=3N(CCOC13)C)=NC(=C2Br)C 4-[(3-Bromo-2,9-dimethyl-8,9-dihydro-7H-6-oxa-1,3a,4,9-tetraaza-cyclopenta[a]naphthalen-5-ylamino)-methyl]-4-fluoro-piperidine-1-carboxylic acid tert-butyl ester